C(C)(=O)ON=C(C)C=1C=CC=2N(C3=CC=C(C=C3C2C1)C(C1=C(C=C(C=C1)OCC1OC(OC1)(C)C)C)=O)CC N-acetoxy-1-[9-ethyl-6-{2-methyl-4-(3,3-dimethyl-2,4-dioxolanylmethoxy)benzoyl}-9H-carbazol-3-yl]ethane-1-imine